5-(4-(Piperazine-1-carbonyl)phenyl)-N-(pyridine-4-yl)-1H-indole-3-carboxamide N1(CCNCC1)C(=O)C1=CC=C(C=C1)C=1C=C2C(=CNC2=CC1)C(=O)NC1=CC=NC=C1